C(#N)C1=CC(=C(C=C1)CCCC(=O)O)NC(=O)[C@H]1[C@]2(C1)CCOC1=CC(=C(C=C12)C(NC)=O)OC 4-[4-cyano-2-({[(2'R,4S)-7-methoxy-6-(methylcarbamoyl)-2,3-dihydrospiro[chromen-4,1'-cyclopropane]-2'-yl]carbonyl}amino)phenyl]butanoic acid